3-bromo-[1,1-biphenyl]-2-amine BrC1=C(C(=CC=C1)C1=CC=CC=C1)N